N-(4-(7-(5-(2,6-dioxopiperidin-3-yl)pyrimidin-2-yl)-2,7-diazaspiro[3.5]Non-2-yl)piperidin-1-yl)-3-methoxybenzamide O=C1NC(CCC1C=1C=NC(=NC1)N1CCC2(CN(C2)C2CCN(CC2)NC(C2=CC(=CC=C2)OC)=O)CC1)=O